FC=1C(=CC=C2C=NNC12)NC(=O)C(C(=O)O)C(C)C 2-[(7-fluoro-1H-indazol-6-yl)carbamoyl]-3-methyl-butyric acid